N-(4-chlorophenyl)quinolin-2-amine ClC1=CC=C(C=C1)NC1=NC2=CC=CC=C2C=C1